2-methyl-3-[1-(triphenylmethyl)-1H-imidazol-4-yl]cyclopropane CC1CC1C=1N=CN(C1)C(C1=CC=CC=C1)(C1=CC=CC=C1)C1=CC=CC=C1